tert-butyl (R)-3-((2-amino-5-bromo-4-fluorophenyl)amino)piperidine-1-carboxylate NC1=C(C=C(C(=C1)F)Br)N[C@H]1CN(CCC1)C(=O)OC(C)(C)C